C(C1=CC=CC=C1)OC(=O)N1CCC2=C(C=CC=C12)C1=CC=C(C=N1)[C@@H](C)N1CC2(C1)C(CN(CC2)C(=O)OC(C)(C)C)(F)F tert-butyl (R)-2-(1-(6-(1-((benzyloxy)carbonyl)indolin-4-yl)pyridin-3-yl)ethyl)-5,5-difluoro-2,7-diazaspiro[3.5]nonane-7-carboxylate